N-(4-(5-(2,2-diethyl-4-oxochroman-6-yl)-1,2,4-oxadiazol-3-yl)phenyl)acetamide C(C)C1(OC2=CC=C(C=C2C(C1)=O)C1=NC(=NO1)C1=CC=C(C=C1)NC(C)=O)CC